(2R,3R,11bR)-3-(tert-butoxy)-10-methoxy-9-((2-methylcyclopropyl)methoxy)-1,3,4,6,7,11b-hexahydro-2H-pyrido[2,1-a]isoquinolin-2-ol C(C)(C)(C)O[C@H]1[C@@H](C[C@H]2N(CCC3=CC(=C(C=C23)OC)OCC2C(C2)C)C1)O